OC1=C(C(=C(C(=C1)C)CC1=C(C(=C(C=C1C)O)C)C)C)C bis(4-hydroxy-2,3,6-trimethylphenyl)methane